COC=1C(C(=CC(C1OC)=O)C)=O 5,6-dimethoxy-3-methylbenzene-1,4-dione